C(CCCCCC)(=O)OCC=C allyl heptanate